6-{4-[(8-fluoro-3-methyl-2-oxo-1H-quinolin-7-yl)methyl]piperazin-1-yl}pyridine-3-carbonitrile FC=1C(=CC=C2C=C(C(NC12)=O)C)CN1CCN(CC1)C1=CC=C(C=N1)C#N